C(C)(C)(C)OC(=O)N(C1=NC(=CC=C1CNCC(=O)OC)Cl)C methyl ((2-((tert-butoxycarbonyl)(methyl)amino)-6-chloropyridin-3-yl)methyl)glycinate